ClC1=C(C=C(C=C1)S(=O)(=O)NC1=CC=C(C(=O)NC2=C(C=CC=C2)OC)C=C1)C(F)(F)F 4-((4-chloro-3-(trifluoromethyl)phenyl)sulfonamido)-N-(2-methoxyphenyl)benzamide